tert-butyl (1-((1r,4r)-4-((2-(thiophen-3-yl)-1-((2-(trimethylsilyl)ethoxy)methyl)-1H-pyrrolo[2,3-b]pyridin-4-yl)carbamoyl)cyclohexyl)ethyl)carbamate S1C=C(C=C1)C1=CC=2C(=NC=CC2NC(=O)C2CCC(CC2)C(C)NC(OC(C)(C)C)=O)N1COCC[Si](C)(C)C